1-(2-aminoethyl)-3-methylimidazole hexafluorophosphate F[P-](F)(F)(F)(F)F.NCCN1CN(C=C1)C